3-{[3-(dimethylaminosulfonylamino)-2-fluorophenyl]methyl}-7-(3-pyridazinyloxy)-2H,3H-spiro[1,3-benzoxazine-4,1'-cyclobutan]-2-one CN(S(=O)(=O)NC=1C(=C(C=CC1)CN1C(OC2=C(C=CC(=C2)OC=2N=NC=CC2)C12CCC2)=O)F)C